NC(CCCCCC(=O)O)C(=O)O amino-1,6-hexanedicarboxylic acid